NCO[N-]C amino-methoxy-N-methylamide